OC1(CC(C1)C(=O)N1CC2(C1)CC(C2)CC2=CC(=CC=C2)C(F)(F)F)C ((1s,3s)-3-hydroxy-3-methylcyclobutyl)(6-(3-(trifluoromethyl)benzyl)-2-azaspiro[3.3]hept-2-yl)methanone